C(C)OC(C(C(=O)OCC)(C(C)C)CCC(C)C)=O.OC=1C=C2C=C(NC2=CC1)CC(=O)O 5-hydroxyindoleacetic acid Diethyl-2-isopentyl-2-isopropylmalonate